FC1=C(C=CC=C1)C1=CC=C(C=C1)[C@H](CO)NC(=O)C1NCC(C1)O N-((R)-1-(2'-fluoro-[1,1'-biphenyl]-4-yl)-2-hydroxyethyl)-4-hydroxypyrrolidine-2-carboxamide